Cl.FC=1C(=NC=CC1OC)CN (3-fluoro-4-methoxypyridin-2-yl)methylamine hydrochloride